ClC1=NC(=CC(=N1)N1[C@@]2(CO[C@H](C1)C2)C(O)([2H])[2H])Cl ((1S,4R)-5-(2,6-dichloropyrimidin-4-yl)-2-oxa-5-azabicyclo[2.2.1]hept-4-yl)methane-d2-ol